FC1=NC=CC(=C1)C1(CC(C1)(C)C)O 1-(2-fluoropyridin-4-yl)-3,3-dimethylcyclobutan-1-ol